3,7-Dimethyloctan-1-yl Palmitoyl Ether C(CCCCCCCCCCCCCCC)(=O)OCCC(CCCC(C)C)C